NC1=C(C(=NN1C(C)C)C=1C=NC(=CC1)C(C(=O)NC1=CC(=NO1)CC(C)(C)C)C)C(=O)N 5-Amino-1-isopropyl-3-[6-[2-[[3-(2,2-dimethylpropyl)isoxazol-5-yl]amino]-1-methyl-2-oxoethyl]-3-pyridyl]pyrazole-4-carboxamide